[Si].[Fe].[Zn].[Cu].[Ag].[Au] gold-silver copper-zinc-iron-silicon